CNC=1N=CC(=C2C=C(N=CC12)NC(=O)C1CC1)C1=NN2C(O1)=CN=C2C N-(8-(methylamino)-5-(5-methylimidazo[5,1-b][1,3,4]oxadiazol-2-yl)-2,7-naphthyridin-3-yl)cyclopropanecarboxamide